(9Z,12Z)-3-((4,4-bis(octyloxy)butanoyl)oxy)-2-(((((1-methylazetidin-3-yl)oxy)carbonyl)oxy)methyl)propyloctadeca-9,12-dienoate C(CCCCCCC)OC(CCC(=O)OCC(COC(CCCCCCC\C=C/C\C=C/CCCCC)=O)COC(=O)OC1CN(C1)C)OCCCCCCCC